1,1'-(((2-(((5-((E)-2-(thiophen-2-yl)vinyl)-1H-pyrazol-1-yl)methoxy)methyl)propane-1,3-diyl)bis(oxy))bis(methylene))bis(5-((E)-2-(thiophen-2-yl)vinyl)-1H-pyrazole) S1C(=CC=C1)/C=C/C1=CC=NN1COCC(COCN1N=CC=C1\C=C\C=1SC=CC1)COCN1N=CC=C1\C=C\C=1SC=CC1